4-[6-amino-5-(2-trifluoromethyl-benzyloxy)-pyridin-3-yl]-N-(1-methyl-piperidin-4-yl)-benzamide NC1=C(C=C(C=N1)C1=CC=C(C(=O)NC2CCN(CC2)C)C=C1)OCC1=C(C=CC=C1)C(F)(F)F